Butyl-5-(diaminomethylene)-3-((1s,4s)-4-((6,8-dioxo-5,7-diazaspiro[3.4]octan-5-yl)methyl)cyclohexyl)pyrimidine-2,4,6(1H,3H,5H)-trione C(CCC)N1C(N(C(C(C1=O)=C(N)N)=O)C1CCC(CC1)CN1C2(CCC2)C(NC1=O)=O)=O